CN1CCC(CC1)N1N=C(N=C1C1CNCCO1)C1=CC=C(C=C1)C 2-(1-(1-Methylpiperidin-4-yl)-3-(p-methylphenyl)-1H-1,2,4-triazol-5-yl)morpholin